(±)-trans-N-[8-(benzhydrylideneamino)-6-(3-isopropyl-1-tetrahydropyran-2-yl-pyrazol-4-yl)-3-isoquinolyl]-2-fluoro-cyclopropanecarboxamide C(C1=CC=CC=C1)(C1=CC=CC=C1)=NC=1C=C(C=C2C=C(N=CC12)NC(=O)[C@H]1[C@@H](C1)F)C=1C(=NN(C1)[C@@H]1OCCCC1)C(C)C |&1:36|